FC1(C(C1)(C)NC(=O)C1=CC2=C(C(N(C=C2C2=CC(N(C=C2OC2=C(C=CC=C2C)C)C)=O)C)=O)N1)F N-(2,2-difluoro-1-methylcyclopropyl)-4-(5-(2,6-dimethylphenoxy)-1-methyl-2-oxo-1,2-dihydropyridin-4-yl)-6-methyl-7-oxo-6,7-dihydro-1H-pyrrolo[2,3-c]pyridine-2-carboxamide